3-(4-(2-(difluoromethyl)-1H-benzo[d]imidazol-1-yl)-6-morpholino-1,3,5-triazin-2-yl)-1,3-oxazinane FC(C1=NC2=C(N1C1=NC(=NC(=N1)N1CCOCC1)N1COCCC1)C=CC=C2)F